N-[5-[5-methyl-3-(1-methylazetidin-3-yl)oxy-isoxazol-4-yl]pyrazolo[1,5-a]pyridin-2-yl]cyclopropanecarboxamide (3S,4R)-4-acetamido-3-fluoropiperidine-1-carboxylate C(C)(=O)N[C@H]1[C@H](CN(CC1)C(=O)O)F.CC1=C(C(=NO1)OC1CN(C1)C)C1=CC=2N(C=C1)N=C(C2)NC(=O)C2CC2